C1(CCC1)C(NC(=O)NCC1=CC(=NC=C1)OC(F)F)([2H])[2H] 1-[cyclobutyl(dideuterio)methyl]-3-[[2-(difluoromethoxy)pyridin-4-yl]methyl]urea